ethyl 3-((S)-1-(isoquinoline-1-carboxamido)-2-methylpropyl)-4,5-dihydroisoxazole-5-carboxylate C1(=NC=CC2=CC=CC=C12)C(=O)N[C@@H](C(C)C)C1=NOC(C1)C(=O)OCC